CC1=C(C=C(C=N1)N)S(=O)(=O)N1CCN(CCC1)C 6-methyl-5-((4-methyl-1,4-diazepan-1-yl)sulfonyl)pyridin-3-amine